6-{[4-methyl-3-(trifluoromethyl)phenyl](propan-2-yl)amino}pyridine-3-carboxylic Acid CC1=C(C=C(C=C1)N(C1=CC=C(C=N1)C(=O)O)C(C)C)C(F)(F)F